F[P-](F)(F)(F)(F)F.OC(COC1=CC=C(C=C1)[I+]C1=CC=CC=C1)CCCCCCCCCCCC [4-(2-hydroxy-1-tetradecyloxy)-phenyl]phenyliodonium hexafluorophosphate